C(C)(C)(C)OC(=O)N1C=NC(=C1)C1=CC=C(C=C1)O.C(C)(C)(C)OOC(CC1=C(C=CC=C1)CC(C)OOC(C)(C)C)C di(2-t-butylperoxypropyl)benzene tert-butyl-4-(4-hydroxyphenyl)-1H-imidazole-1-carboxylate